1-[2-(difluoromethoxy)pyridin-4-yl]methylamine FC(OC1=NC=CC(=C1)CN)F